ClC=1C=C(C(=NC1)OC)S(=O)(=O)NC1=C(C(=CC=C1)C1=CC2=C(N=C(N=C2)NC)N=C1C)F 5-chloro-N-(2-fluoro-3-(7-methyl-2-(methylamino)pyrido[2,3-d]pyrimidin-6-yl)phenyl)-2-methoxypyridine-3-sulfonamide